Bis(1,1-dimethylethyl)-diazene CC(C)(C)N=NC(C)(C)C